ClC=1C(=CC=C2N=CC(=NC12)C=1C=NN(C1)CC1CCC(CC1)(F)F)OC=1C=CC2=C(NC(=N2)C)C1F 8-Chloro-2-(1-((4,4-difluorocyclohexyl)methyl)-1H-pyrazol-4-yl)-7-((7-fluoro-2-methyl-1H-benzo[d]imidazol-6-yl)oxy)quinoxaline